COC1=CC=C(C=C1)NC(=O)N1C2=CC=CC=C2SC=2C=CC=CC12 N-(4-methoxyphenyl)-10H-phenothiazine-10-carboxamide